N-tertiary butyl-glycyl chloride hydrochloride Cl.C(C)(C)(C)NCC(=O)Cl